C(C#CC)N1CCC(=CC1)C1=CNC=2N=CN=C(C21)C2=CC(=C(CNC(C1=CC=C(C=C1)C1CC1)=O)C=C2)F N-(4-(5-(1-(but-2-ynyl)-1,2,3,6-tetrahydropyridin-4-yl)-7H-pyrrolo[2,3-d]pyrimidin-4-yl)-2-fluorobenzyl)-4-cyclopropylbenzamide